phenyl 2,4-dinitrobenzenesulfonate [N+](=O)([O-])C1=C(C=CC(=C1)[N+](=O)[O-])S(=O)(=O)OC1=CC=CC=C1